Methyl 1-((2-azabicyclo[2.1.1]hexane-1-yl) methyl)-2-(4-(6-((4-cyano-2-fluorobenzyl) oxy) pyridin-2-yl)-2,5-difluorobenzyl)-1H-benzo[d]imidazole-6-carboxylate C12(NCC(C1)C2)CN2C(=NC1=C2C=C(C=C1)C(=O)OC)CC1=C(C=C(C(=C1)F)C1=NC(=CC=C1)OCC1=C(C=C(C=C1)C#N)F)F